benzo[c]pyran-6-one C=1OC=CC=2C1C=CC(C2)=O